[Fe].[Mn].[Ni] Nickel-Manganese-Iron